(3R,4R)-4-(((3-isopropyl-7-((4-(pyridin-4-yl)benzyl)amino)pyrazolo[1,5-a]pyrimidin-5-yl)amino)methyl)piperidin-3-ol C(C)(C)C=1C=NN2C1N=C(C=C2NCC2=CC=C(C=C2)C2=CC=NC=C2)NC[C@@H]2[C@H](CNCC2)O